mono(2-ethylhexyl) adipate C(CCCCC(=O)[O-])(=O)OCC(CCCC)CC